C1(CC1)NC(O[C@@H]1CC[C@H](CC1)C(N(C1=NC=CC(=C1)C=1C=NN(C1)C(C)C)C[C@@H]1CC[C@H](CC1)C1=CC(=C(C=C1)OC)C#N)=O)=O trans-4-(((trans-4-(3-Cyano-4-methoxy-phenyl)cyclohexyl)-methyl)(4-(1-iso-propyl-1H-pyrazol-4-yl)pyridin-2-yl)carbamoyl)cyclohexyl cyclopropylcarbamate